ClC=1C=C(C=2N(N1)C(=CN2)F)N2CC1(CC1)C(C2)F 6-chloro-3-fluoro-8-(7-fluoro-5-azaspiro[2.4]heptan-5-yl)imidazo[1,2-b]pyridazine